AZAZINOINDAZOLE N1N=CC2=CC=C3C(=C12)C=CN=N3